N-[3-[2-(difluoromethoxy)-5-[4-fluoro-3-(3-hydroxy-1-methyl-azetidin-3-yl)phenoxy]phenyl]-1-methyl-pyrazol-4-yl]pyrazolo[1,5-a]pyrimidine-3-carboxamide FC(OC1=C(C=C(C=C1)OC1=CC(=C(C=C1)F)C1(CN(C1)C)O)C1=NN(C=C1NC(=O)C=1C=NN2C1N=CC=C2)C)F